C(C)OCCC(=O)O.C(C)OCCC(=O)OCC ethyl 3-ethoxypropionate (3-ethoxypropionate)